3-fluoro-1-methylpyrazole-4-carboxamide FC1=NN(C=C1C(=O)N)C